(2R)-4-(4-bromo-3-methyl-2-nitrophenylamino)butane-1,2-diol BrC1=C(C(=C(C=C1)NCC[C@H](CO)O)[N+](=O)[O-])C